2-(1H-imidazol-1-yl)-N-(pyridin-2-yl)-5H-pyrrolo[3,2-d]pyrimidine-4-carboxamide N1(C=NC=C1)C=1N=C(C2=C(N1)C=CN2)C(=O)NC2=NC=CC=C2